FC(C1=CC=2C(=NC=CC2B2OC(C(O2)(C)C)(C)C)N1S(=O)(=O)C1=CC=CC=C1)F 2-(difluoromethyl)-1-(phenylsulfonyl)-4-(4,4,5,5-tetramethyl-1,3,2-dioxaborolan-2-yl)-1H-pyrrolo[2,3-b]pyridine